NC=1N=C(C2=C(N1)C=NN2CC=2C(=NC=C(C2)CN(C)CCN(C)C)OC)N[C@H](CCO)CCC (3S)-3-[(5-amino-1-{[5-({[2-(dimethyl-amino)ethyl](methyl)amino}-methyl)-2-methoxypyridin-3-yl]methyl}-1H-pyrazolo[4,3-d]pyrimidin-7-yl)amino]hexan-1-ol